N-(3-fluoro-4-((7-(2-hydroxy-2-methylpropoxy)quinolin-4-yl)oxy)phenyl)-1,5-dimethyl-3-oxo-2-phenyl-2,3-dihydro-1H-pyrazole-4-carboxamide FC=1C=C(C=CC1OC1=CC=NC2=CC(=CC=C12)OCC(C)(C)O)NC(=O)C=1C(N(N(C1C)C)C1=CC=CC=C1)=O